C1(=CC=CC=C1)N1N=C(C=C1)OCC(C)NOC N-(1-((1-phenyl-1H-pyrazol-3-yl)oxy)propan-2-yl)-O-methylhydroxylamine